ClC=1C=C(C=C2C(=C(C=NC12)C#N)NCC(C)(C)C)N[C@H](C=1N=NN(C1)C1(CC1)C(F)(F)F)C1=C2C=C(N=CC2=CC=C1)Cl (S)-8-chloro-6-(((3-chloroisoquinolin-5-yl)(1-(1-(trifluoromethyl)cyclopropyl)-1H-1,2,3-triazol-4-yl)methyl)amino)-4-(neopentylamino)quinoline-3-carbonitrile